CCCCCCCCCCCCCCCCCCCCCCCCC Pentacosan